{5-(difluoromethyl)-2-methyl-4-[3-(trimethylsilyl)propoxy]phenyl}-N-ethyl-N-methylformamidine FC(C=1C(=CC(=C(C1)C(=N)N(C)CC)C)OCCC[Si](C)(C)C)F